S1C(=CC=C1)C1=CC=CC(=N1)C1=NC=CC=C1 6-(thiophen-2-yl)-2,2'-bipyridine